C1(CCCCC1)C1=NOC(=N1)CNC(COC=1C=CC=C2C(=NN(C12)C)C1C(NC(CC1)=O)=O)=O N-((3-cyclohexyl-1,2,4-oxadiazol-5-yl)methyl)-2-((3-(2,6-dioxopiperidin-3-yl)-1-methyl-1H-indazol-7-yl)oxy)acetamide